indole-3-Formaldehyde N1C=C(C2=CC=CC=C12)C=O